(3'-(octadecyloxy)-5'-pentadecyl-[1,1'-biphenyl]-4-yl)methyl 4-chlorobutanoate ClCCCC(=O)OCC1=CC=C(C=C1)C1=CC(=CC(=C1)CCCCCCCCCCCCCCC)OCCCCCCCCCCCCCCCCCC